2-((6,7-Dichloro-2-(1,4-dioxane-2-carbonyl)-10-(1H-pyrazol-4-yl)-1,2,3,4-tetrahydropyrazino[1,2-a]indol-9-yl)oxy)acetonitrile ClC1=C(C=C(C=2C(=C3N(C12)CCN(C3)C(=O)C3OCCOC3)C=3C=NNC3)OCC#N)Cl